ClC=1C=CC=C2C(=CNC12)C[C@@H]1C(N(C(N1)=O)C)=O (R)-5-((7-chloro-1H-indol-3-yl)methyl)-3-methylimidazolidine-2,4-dione